tert-butyl 4-[4-(1-cyano-4-methoxy-1-methyl-4-oxo-butyl)phenyl]-3,6-dihydro-2H-pyridine-1-carboxylate C(#N)C(CCC(=O)OC)(C)C1=CC=C(C=C1)C=1CCN(CC1)C(=O)OC(C)(C)C